C1(CC1)N1C(C(=CC=C1)C(=O)N)=O 1-cyclopropyl-2-oxo-pyridine-3-carboxamide